C(#N)C1=NC=C(C=C1C1=C(C=C2C(=CN(C2=C1)CC(C)(C)C)C(C)NS(=O)(=O)C1CC1)F)F N-(1-(6-(2-cyano-5-fluoropyridin-3-yl)-5-fluoro-1-neopentyl-1H-indol-3-yl)ethyl)cyclopropanesulfonamide